[4-(tert-butyl-dimethyl-silanyloxy)-1-methyl-butyl]-phenyl-p-tolyl-amine C(C)(C)(C)[Si](OCCCC(C)N(C1=CC=C(C=C1)C)C1=CC=CC=C1)(C)C